4-bromo-1,3-phenylenediamine BrC1=C(C=C(C=C1)N)N